ClC=1C(=NC=CC1)CN1CC=C2N1CC[C@H](C(N2C)=O)C2=NC(=NN2)C(=O)NC2CC2 1-[(3-Chloro-2-pyridyl)methyl]-N-(6S)-2-cyclopropyl-4-methyl-5-oxo-7,8-dihydro-6H-pyrazolo[1,5-a][1,3]diazepin-6-yl-1,2,4-triazol-3-carboxamid